ethyl-2-isobutyl-5-methyl-4-oxo-cyclohexanecarboxylate C(C)OC(=O)C1C(CC(C(C1)C)=O)CC(C)C